1-[(1R,2R,5R)-6,6-difluoro-2-bicyclo[3.1.0]hexanyl]-3-[[2-(difluoromethoxy)pyridin-4-yl]methyl]urea FC1([C@@H]2CC[C@H]([C@H]12)NC(=O)NCC1=CC(=NC=C1)OC(F)F)F